2-((R)-2,6-dioxopiperidin-3-yl)-6-fluoroisoindole-1,3-dione O=C1NC(CC[C@H]1N1C(C2=CC(=CC=C2C1=O)F)=O)=O